(S)-quinuclidin-3-yl (5-(3-chloro-4-ethoxyphenyl)-2,2-dimethyl-2,3-dihydro-1H-inden-1-yl)carbamat ClC=1C=C(C=CC1OCC)C=1C=C2CC(C(C2=CC1)NC(O[C@@H]1CN2CCC1CC2)=O)(C)C